BrC1=C(C(=CC(=C1)Cl)C)Cl 1-bromo-2,5-dichloro-3-methylbenzene